Cl.Cl.N1=CC(=CC=C1)C1=CC=C(C=C1)N1CC(CC1)C(=O)N [4-(pyridin-3-yl)phenyl]pyrrolidine-3-carboxamide dihydrochloride